ClC1=CC(=C(C=C1)CC=O)F (4-CHLORO-2-FLUOROPHENYL)ACETALDEHYDE